Methyl (5-Methoxy-4-oxo-4H-chromen-2-yl)carboxylate COC1=C2C(C=C(OC2=CC=C1)C(=O)OC)=O